((((2R,3S,4R,5R)-5-(6-chloro-4-(((1-methyl-1H-indazol-7-yl)methyl)amino)-1H-pyrazolo[3,4-d]pyrimidin-1-yl)-3,4-dihydroxytetrahydrofuran-2-yl)methoxy)methyl)phosphonic acid ClC1=NC(=C2C(=N1)N(N=C2)[C@H]2[C@@H]([C@@H]([C@H](O2)COCP(O)(O)=O)O)O)NCC=2C=CC=C1C=NN(C21)C